NC1CCC(CC1)CCN1CCN(CC1)C1=CC=C(C=C1)C1C(NC(CC1)=O)=O 3-(4-(4-(2-((1r,4r)-4-aminocyclohexyl)ethyl)piperazin-1-yl)phenyl)piperidine-2,6-dione